3-(1-(2-bromo-5-methoxy-4-nitrophenyl)piperidin-4-yl)-1,3-oxazepin-2-one BrC1=C(C=C(C(=C1)[N+](=O)[O-])OC)N1CCC(CC1)N1C(OC=CC=C1)=O